6'-(((1S,3S)-3-((5-(azetidin-1-yl)pyrimidin-2-yl)amino)cyclopentyl)amino)-2H-[1,3'-bipyridyl]-2-one N1(CCC1)C=1C=NC(=NC1)N[C@@H]1C[C@H](CC1)NC1=CC=C(C=N1)N1C(C=CC=C1)=O